2-{3-[3-(2-hydroxypropan-2-yl)piperazin-1-yl]-1,2,4-triazin-6-yl}-5-[1-(2H3)methyl-1H-pyrazol-4-yl]phenol OC(C)(C)C1CN(CCN1)C=1N=NC(=CN1)C1=C(C=C(C=C1)C=1C=NN(C1)C([2H])([2H])[2H])O